thionocarbamate C(N)([O-])=S